C(C)OC1=NC=CC=C1C=1C=C(C=2N(N1)C(=NC2C(C)C)C)NCC=2C(=NC=CC2)OC 2-(2-ethoxy-3-pyridyl)-5-isopropyl-N-[(2-methoxy-3-pyridyl)methyl]-7-methyl-imidazo[1,5-b]pyridazin-4-amine